OC1[N+]2(CCC(C1)CC2)CC2=CC=CC=C2 hydroxybenzylquinuclidinium